CC=1C=C(C=C2OC(C3=CC=CC=C23)=O)C=CC1 3-(3-methylbenzylidene)isobenzofuran-1(3H)-one